CN(N(C(=O)C1=CC2=C(N=CN2)C=C1)C)C benzimidazole-5-carboxylic acid trimethylhydrazide